2-[9-(cyclopropylmethyl)-2,3-dihydro-1H-pyrrolo[2,3-f][1,4]benzoxazin-8-yl]-7-fluoro-1-methyl-benzimidazole-5-carboxylic acid methyl ester COC(=O)C1=CC2=C(N(C(=N2)C2=CC=3C=CC4=C(NCCO4)C3N2CC2CC2)C)C(=C1)F